6-chloro-5-methyl-1,3,4,5-tetrahydro-2H-pyrido[3,4-b][1,4]diazepin-2-one ClC1=NC=CC2=C1N(CCC(N2)=O)C